FC1=C(C=CC(=C1)C)C=1CSC2=CC(=CC=C2C1C1=CC=C(C=C1)O[C@@H]1CN(CC1)CCCF)OS(=O)(=O)C(F)(F)F trifluoromethanesulfonic acid [3-(2-fluoro-4-methyl-phenyl)-4-[4-[(3S)-1-(3-fluoropropyl) pyrrolidin-3-yl] oxyphenyl]-2H-thiochromen-7-yl] ester